CC1(C=2C=CC(=CC2CCC1)OC=1N=NNC1C(=O)O)C 4-((5,5-dimethyl-5,6,7,8-tetrahydronaphthalen-2-yl)oxy)-1H-1,2,3-triazole-5-carboxylic acid